N1=CC=CC=2SC3=C(C21)C=CC=C3 azadibenzo-thiophene